10-methyl-11-oxo-10,11-dihydrodibenzo[b,f][1,4]thiazepine-8-carboxylic acid CN1C2=C(SC3=C(C1=O)C=CC=C3)C=CC(=C2)C(=O)O